FC1(CNC1)COC 3-fluoro-3-(methoxymethyl)azetidin